C1(CC1)NC(=O)C=1C=C(C2=C([C@H](CO2)C=2C=NC=CC2)C1)C(=O)NC |r| (+/-)-N5-Cyclopropyl-N7-methyl-3-(pyridin-3-yl)-2,3-dihydrobenzofuran-5,7-dicarboxamid